5-[1-(2,2-dimethylpropyl)-1H-pyrazol-4-yl]-6-(3-fluoroimidazo[1,2-a]pyridin-7-yl)pyridine-2-carbonitrile CC(CN1N=CC(=C1)C=1C=CC(=NC1C1=CC=2N(C=C1)C(=CN2)F)C#N)(C)C